5-(methylamino)-2-(2,3,5-trichlorophenyl)oxazole-4-carbonitrile CNC1=C(N=C(O1)C1=C(C(=CC(=C1)Cl)Cl)Cl)C#N